CC1=NC=CC(=C1)C=1C=C2N(C=NC(=C2)NC(OC(C)(C)C)=O)C1 tert-Butyl (6-(2-methylpyridin-4-yl)pyrrolo[1,2-c]pyrimidin-3-yl)carbamate